2-(4-acetyl-2-methylpiperazin-1-yl)-N-methyl-4-((2-(methylsulfonyl)phenyl)amino)pyrimidine-5-carboxamide C(C)(=O)N1CC(N(CC1)C1=NC=C(C(=N1)NC1=C(C=CC=C1)S(=O)(=O)C)C(=O)NC)C